NCCCCCCN 1,6-diazanyl-hexane